ClC1=C(C(=CC=C1)F)NC(=O)OC(C(=O)OCC)CN1N=CC=C1 Ethyl 2-{[(2-chloro-6-fluoro-phenyl)carbamoyl]oxy}-3-(1H-pyrazol-1-yl)propanoate